F[C@H]1C[C@H](N=C1NNC(=O)OC)C(=O)OC methyl (2S,4S)-4-fluoro-5-(2-(methoxycarbonyl)hydrazineyl)-3,4-dihydro-2H-pyrrole-2-carboxylate